NCC1(CC1)CO [1-(aminomethyl)cyclopropyl]methanol